3-(difluoromethyl)isoxazole-4-carboxylic acid FC(C1=NOC=C1C(=O)O)F